{6-[N-methyl(1-methyl-4-piperidyl)amino]-2-pyridyl}-2-allyl-6-(1-methyl-1H-indazol-5-ylamino)-1,2-dihydro-3H-1,2,5,7-tetraazainden-3-one CN(C1=CC=CC(=N1)N1N(C(C2=CN=C(N=C12)NC=1C=C2C=NN(C2=CC1)C)=O)CC=C)C1CCN(CC1)C